N-benzyl-N,N,N-tributyl-ammonium bromide [Br-].C(C1=CC=CC=C1)[N+](CCCC)(CCCC)CCCC